CN(C1=CC=C(C=C1)NCC(O)C1=NNC(N1)=O)C 3-[2-(4-dimethylaminophenylamino)-1-hydroxyethyl]-1H-1,2,4-triazol-5(4H)-one